(S)-1-(3-((S)-3-methylpiperidin-1-yl)-1,2,4-oxadiazol-5-yl)ethan-1-amine C[C@@H]1CN(CCC1)C1=NOC(=N1)[C@H](C)N